FC1=C(C(=C(C(=C1F)F)F)F)C(C)=O 2',3',4',5',6'-pentafluoroacetophenone